[Si](C)(C)(C(C)(C)C)OC[C@H](CSC(C1=CC=CC=C1)(C1=CC=CC=C1)C1=CC=CC=C1)O (R)-1-((tert-butyldimethylsilyl)oxy)-3-(tritylthio)propan-2-ol